CC=1SC(=CC1C(=O)NC1=NC(=NS1)CC(C)(F)F)C1=CC(=CC=C1)C#N 2-Methyl-5-(3-cyanophenyl)-N-(3-(2,2-difluoropropyl)-1,2,4-thiadiazol-5-yl)thiophene-3-Formamide